C(C)(C)(C)OC(=O)N1CCN(CC1)C1=NC=NC2=CC(=C(C=C12)C(C)=O)Br 4-(6-acetyl-7-bromoquinazolin-4-yl)piperazine-1-carboxylic acid tert-butyl ester